tert-Butyl (3S)-3-[4-[3-chloro-2-fluoro-4-[(1-fluorocyclopropyl)methoxy]anilino]pyrido[3,2-d]pyrimidin-6-yl]oxypyrrolidine-1-carboxylate ClC=1C(=C(NC=2C3=C(N=CN2)C=CC(=N3)O[C@@H]3CN(CC3)C(=O)OC(C)(C)C)C=CC1OCC1(CC1)F)F